methyl (1R,4R)-4-(3-formyl-1H-pyrazol-1-yl)cyclohexane-1-carboxylate C(=O)C1=NN(C=C1)C1CCC(CC1)C(=O)OC